11C-acetate C[11C](=O)O